FC1=C(C=C(C=C1)C1=NC=CC=C1C1=CC2=C(N(C=N2)C)C=C1)C 5-(2-(4-fluoro-3-methylphenyl)pyridin-3-yl)-1-methyl-1H-benzo[d]imidazole